COC(C1CCN(CC1)C1=CC=C(C=C1)[C@H]1[C@H](CCCC2=C1C=CC(=C2)C(=O)OC)C2=CC=CC=C2)OC methyl (5R,6S)-5-[4-[4-(dimethoxymethyl)-1-piperidyl]phenyl]-6-phenyl-6,7,8,9-tetrahydro-5H-benzo[7]annulene-2-carboxylate